Cl.C(C1=CC=CC=C1)N(CCC(=O)C1=CC=CC=C1)C 3-(benzyl-(methyl)amino)-1-phenylpropan-1-one hydrochloride